ClC1=C(C=CC(=C1)Cl)[C@H]1[C@H](CC1)NC(C1=C(N=CC=C1)C(F)(F)F)=O N-[(s,2s)-2-(2,4-dichlorophenyl)cyclobutyl]-2-(trifluoromethyl)nicotinamide